C1=CC=CC=2C3=CC=CC=C3C(C12)CC(=O)ON1C(CCC1=O)=O (2,5-dioxopyrrolidin-1-yl) (9H-fluoren-9-yl)methyl-carboxylate